C(CC)(=O)OC(C1=CC2=C([SH+]C3=C2C=CC=C3)C=C1)(C1=CC=C(C=C1)OC)OC(CC)=O 2-[dipropioxy-(4-methoxyphenyl)methyl]dibenzothiophenium